SCCC[Si](O[Si](C)(C)C)(O[Si](C)(C)C)O[Si](C)(C)C 3-mercaptopropyl-tris(trimethylsiloxy)silane